5-(2-amino-[1,2,4]triazolo[1,5-a]pyridin-7-yl)-4-fluoro-2-methylbenzoic acid trifluoroacetate FC(C(=O)O)(F)F.NC1=NN2C(C=C(C=C2)C=2C(=CC(=C(C(=O)O)C2)C)F)=N1